N1C=NC2=C1C=CC(=C2)C=2C(=C1C(=NC2)NC=C1)N1CCC2(CCNC2=O)CC1 8-(5-(1H-benzo[d]imidazol-5-yl)-1H-pyrrolo[2,3-b]pyridin-4-yl)-2,8-diazaspiro[4.5]decan-1-one